ClC=1C=C(C=CC1)NS(=O)(=O)C=1C=CC(=C(C1)NC(CCCC)=O)O N-(5-(N-(3-chlorophenyl)sulfamoyl)-2-hydroxyphenyl)pentanamide